2,6-diisopropylpyridine C(C)(C)C1=NC(=CC=C1)C(C)C